N1(C=NC=C1)CCCNC(=O)C1=NN2C(N=C(C=C2C2=CC=C(C=C2)NC(C)=O)C2=CC=CC=C2)=C1 N-(3-(1H-imidazol-1-yl)propyl)-7-(4-acetamidophenyl)-5-phenylpyrazolo[1,5-a]pyrimidine-2-carboxamide